methyl 3-((tert-butyldimethylsilyl)oxy)-1-methylcyclobutane-1-carboxylate [Si](C)(C)(C(C)(C)C)OC1CC(C1)(C(=O)OC)C